C(C)OC(=O)C1C(C1)CCCCO[Si](C)(C)C(C)(C)C.FC(C(=O)NC1=C(C=C(C=C1)C)C#CC1=CC=CC=C1)(F)F 2,2,2-trifluoro-N-(4-methyl-2-(phenylethynyl)phenyl)acetamide ethyl-2-(4-((tert-butyldimethylsilyl)oxy)butyl)cyclopropane-1-carboxylate